C(CC)(=O)OCC propionic acid, ethyl ester